C/C(/C(=O)O)=C\C1=C(C=C(C=C1OC)OC1=C(C=NC2=CC(=CC=C12)OCC1=CC=CC=C1)C(C1=C(C=CC=C1)CC)=O)OC methyl-(E)-3-(4-((7-(benzyloxy)-3-(2-ethylbenzoyl)quinolin-4-yl)oxy)-2,6-dimethoxyphenyl)acrylic acid